tetrapotassium terephthalate C(C1=CC=C(C(=O)[O-])C=C1)(=O)[O-].[K+].[K+].[K+].[K+].C(C1=CC=C(C(=O)[O-])C=C1)(=O)[O-]